tert-butyl (E)-3-((5-(2-bromo-6-chloro-4-(methoxymethoxy)phenyl)pent-4-en-1-yl)oxy)azepane-1-carboxylate BrC1=C(C(=CC(=C1)OCOC)Cl)/C=C/CCCOC1CN(CCCC1)C(=O)OC(C)(C)C